N1=CC=CC=C1.P(=S)(SCCCCCCCCCCCCCCCC)(OCCCCCCCCCCCCCCCC)O dicetyl dithiophosphate pyridine salt